C(C1=CC=CC=C1)N1N=C2C(N(CCC2=C1Cl)[C@H]1C(N(C2=CC=3C=CN(C3C=C2SC1)C)C)=O)=O (S)-3-(2-benzyl-3-chloro-7-oxo-2,4,5,7-tetrahydro-6H-pyrazolo[3,4-c]pyridin-6-yl)-1,7-dimethyl-1,3,4,7-tetrahydro-2H-[1,4]thiazepino[3,2-f]indol-2-one